C(=O)O.C1(CC1)C1=CC(=C2C(=N1)N(CC2)C(=O)NC2=CC=1C(N=C2OC)=NN(C1)C)N1CC(NCC1)(C)C 6-cyclopropyl-4-(3,3-dimethylpiperazin-1-yl)-N-(6-methoxy-2-methyl-2H-pyrazolo[3,4-b]pyridin-5-yl)-2,3-dihydro-1H-pyrrolo[2,3-b]pyridine-1-carboxamide formate